1-[5-[3-[(1S)-2,2-difluorocyclopropyl]triazol-4-yl]-3-pyridyl]-N-[(1R)-1-[2-fluoro-3-(trifluoromethyl)phenyl]ethyl]-6-oxo-pyridazine-3-carboxamide FC1([C@H](C1)N1N=NC=C1C=1C=C(C=NC1)N1N=C(C=CC1=O)C(=O)N[C@H](C)C1=C(C(=CC=C1)C(F)(F)F)F)F